N=1C=C(N2C1CCCC2)C=2C=C1C(=CC=NC1=CC2)C(=O)O 6-(5,6,7,8-Tetrahydroimidazo[1,2-a]pyridin-3-yl)quinoline-4-carboxylic acid